(2S)-2-(4-fluorophenyl)-2-[[4-(trifluoromethoxy)phenyl]sulfonylamino]acetic acid FC1=CC=C(C=C1)[C@@H](C(=O)O)NS(=O)(=O)C1=CC=C(C=C1)OC(F)(F)F